C(C=C)(=O)N1CC2=C(CCC1)NC=1N2N=C(C1C(=O)N)C1=CC=C(C=C1)OC1=CC=CC=C1 8-acryloyl-2-(4-phenoxyphenyl)-4,5,6,7,8,9-hexahydropyrazolo[5',1':2,3]imidazo[4,5-c]azepine-3-carboxamide